tert-butyl rac-(3S)-6-(3-methoxyphenyl)-3-methyl-3,4-dihydro-2H-pyridine-1-carboxylate COC=1C=C(C=CC1)C1=CC[C@@H](CN1C(=O)OC(C)(C)C)C |r|